(hydroxy)butyric acid OC(C(=O)O)CC